7-(1-hydroxycyclopentyl)-12-oxa-3-thia-6-azatricyclo[6.4.1.04,13]trideca-1,4(13),7-trien-5-one OC1(CCCC1)C=1NC(C=2SC=C3OCCCC1C32)=O